ethyl 2-(1,3-dimethyl-4-piperidyl)acetate CN1CC(C(CC1)CC(=O)OCC)C